(5-amino-2-chloro-4-fluoro-3-methylbenzamido)-N-(4-(hydroxyamino)-4-oxobutyl)-4'-(4-methylpiperazin-1-yl)-[1,1'-biphenyl]-4-carboxamide NC=1C(=C(C(=C(C(=O)NC2=C(C=CC(=C2)C(=O)NCCCC(=O)NO)C2=CC=C(C=C2)N2CCN(CC2)C)C1)Cl)C)F